2-[4-[(4-oxo-2-phenyl-quinazolin-3-yl)methyl]-1-piperidyl]benzonitrile O=C1N(C(=NC2=CC=CC=C12)C1=CC=CC=C1)CC1CCN(CC1)C1=C(C#N)C=CC=C1